[Br-].N1(C=NC=C1)CCC[N+]1=CC2=CC=CC=C2CC1 2-(3-imidazol-1-ylpropyl)-3,4-dihydroisoquinolinium bromide